3-(3,4-bis((tert-butyldimethylsilyl)oxy)phenyl)-2-((tert-butoxycarbonyl)amino)propanoic acid [Si](C)(C)(C(C)(C)C)OC=1C=C(C=CC1O[Si](C)(C)C(C)(C)C)CC(C(=O)O)NC(=O)OC(C)(C)C